1-[1-(1,3-benzodioxol-5-yl)ethyl]-3-cyclohexylurea O1COC2=C1C=CC(=C2)C(C)NC(=O)NC2CCCCC2